propyl 2-(2-methoxy-4-{6-oxo-2H,4H,5H,6H,7H-pyrazolo[3,4-b]pyridin-4-yl}phenoxymethyl)benzoate COC1=C(OCC2=C(C(=O)OCCC)C=CC=C2)C=CC(=C1)C1C=2C(NC(C1)=O)=NNC2